4-(2-Ethyl-6-fluoropyrazolo[1,5-a]pyridin-5-yl)piperazine-1-carboxylic acid tert-butyl ester C(C)(C)(C)OC(=O)N1CCN(CC1)C1=CC=2N(C=C1F)N=C(C2)CC